(methyl)(trimethylgermanium) C[Ge](C)(C)C